4-(3-((5-bromo-2-((3-methyl-1-(1-methylpyrrolidin-3-yl)-1H-pyrazol-4-yl)amino)pyrimidin-4-yl)amino)propyl)-1,4-oxazepan-3-one BrC=1C(=NC(=NC1)NC=1C(=NN(C1)C1CN(CC1)C)C)NCCCN1C(COCCC1)=O